1-ethynylcyclohexyl acetate C(C)(=O)OC1(CCCCC1)C#C